CS(=O)(=O)OC1=C(C(=CC(=C1F)C1=NC(=NO1)CO)F)F 2,3,6-Trifluoro-5-(3-(hydroxymethyl)-1,2,4-oxadiazol-5-yl)phenyl methanesulfonate